ethyl-aluminum diethoxide [O-]CC.[O-]CC.C(C)[Al+2]